2-(difluorohydroxymethyl)-2,4-bis(1,1,2,2,3,3,4,4-octafluorobutyl)-4,5,5-trifluoro-1,3-dioxolane potassium salt [K].FC(C1(OC(C(O1)(F)C(C(C(C(F)F)(F)F)(F)F)(F)F)(F)F)C(C(C(C(F)F)(F)F)(F)F)(F)F)(O)F